3-Chlorobenzoyl-hydrazine ClC=1C=C(C(=O)NN)C=CC1